ethyl 4-(4-(isobutyryloxy)-3-methoxyphenyl)-6-methyl-2-oxo-1,2,3,4-tetrahydropyrimidine-5-carboxylate C(C(C)C)(=O)OC1=C(C=C(C=C1)C1NC(NC(=C1C(=O)OCC)C)=O)OC